C(C)(C)NC(O[C@H]1C[C@H](CC1)C1=NNC(=C1)NC=1C=CC2=C(C(NS2(=O)=O)C)C1)=O (1R,3S)-3-(5-((3-methyl-1,1-dioxido-2,3-dihydrobenzo[d]isothiazol-5-yl)amino)-1H-pyrazol-3-yl)cyclopentyl isopropylcarbamate